N[C@@H]1[C@@H](OCC12CCN(CC2)C=2N=CC(=NC2)C(=O)NC=2C=C(C=C1C=CC=NC21)F)C 5-((3S,4S)-4-amino-3-methyl-2-oxa-8-azaspiro[4.5]decan-8-yl)-N-(6-fluoroquinolin-8-yl)pyrazine-2-carboxamide